18-(3-(2-((tert-butoxycarbonyl)amino)ethoxy)propanoyl)-3,16,20-trioxo-2,6,9,12,24,27,30-heptaoxa-15,18,21-triazatritriacontan-33-oic acid C(C)(C)(C)OC(=O)NCCOCCC(=O)N(CC(NCCOCCOCCOCCC(OC)=O)=O)CC(NCCOCCOCCOCCC(=O)O)=O